2-chloro-N-(4-(3-isopropyl-2-(8-methoxy-[1,2,4]triazolo[1,5-a]pyridin-6-yl)-1H-indol-5-yl)cyclohexyl)acetamide ClCC(=O)NC1CCC(CC1)C=1C=C2C(=C(NC2=CC1)C=1C=C(C=2N(C1)N=CN2)OC)C(C)C